6-amino-5-(2,3-dichlorophenyl)-2-(methylsulfanyl)pyrimidine-4-carbonitrile NC1=C(C(=NC(=N1)SC)C#N)C1=C(C(=CC=C1)Cl)Cl